NC/C(/CN1N=CN(C1=O)C1=NC=C(C=C1C)C1=CC(=CC=C1)C1=NN=NN1)=C\F 2-[(2E)-2-(aminomethyl)-3-fluoroprop-2-en-1-yl]-4-{3-methyl-5-[3-(1H-tetrazol-5-yl)phenyl]pyridin-2-yl}-2,4-dihydro-3H-1,2,4-triazol-3-one